4-(1,2-Dihydroxyethyl)-4-(hydroxymethyl)piperidine-1-carboxylic acid tert-butyl ester C(C)(C)(C)OC(=O)N1CCC(CC1)(CO)C(CO)O